FC=1C(=NC=C(C1)F)COC1=CC(N(C(=C1)C)C1=CC(=NC=C1C)C(=O)O)=O (M)-4-((3,5-difluoropyridin-2-yl)methoxy)-5',6-dimethyl-2-oxo-2H-[1,4'-bipyridine]-2'-carboxylic acid